(S)-N-(3-(1-((1-methyl-1H-pyrazolo[3,4-b]pyrazin-6-yl)amino)ethyl)phenyl)-3,4-dihydroisoquinoline-2(1H)-carboxamide CN1N=CC=2C1=NC(=CN2)N[C@@H](C)C=2C=C(C=CC2)NC(=O)N2CC1=CC=CC=C1CC2